C(C)(=O)C1=C(C=C(C=C1)Cl)C1=CC(N(C=C1OC)C(C(=O)NC=1C=NC2=CC=NC=C2C1)CC1=CC=CC=C1)=O 2-(4-(2-acetyl-5-chlorophenyl)-5-methoxy-2-oxopyridin-1(2H)-yl)-N-(1,6-naphthyridin-3-yl)-3-phenylpropionamide